C(C1=CC=CC=C1)OC1=C(C(=CC=C1)C(=C)C)C(F)(F)F 1-(benzyloxy)-3-(prop-1-en-2-yl)-2-(trifluoromethyl)benzene